1-(2-fluoroethyl)-N-(6-(1-methyl-1H-pyrazol-4-yl)isoquinolin-3-yl)piperidine-4-carboxamide FCCN1CCC(CC1)C(=O)NC=1N=CC2=CC=C(C=C2C1)C=1C=NN(C1)C